4-((1s,3s)-1-(3-bromophenyl)-3-methylcyclobutyl)-5-methyl-1H-imidazole BrC=1C=C(C=CC1)C1(CC(C1)C)C=1N=CNC1C